CC1=CC(=CN=N1)C(=O)NC1=CC(=CC=C1)[C@H](C)NC1=CN=C2C(=N1)N(N=C2)C (S)-6-methyl-N-(3-(1-((1-methyl-1H-pyrazolo[3,4-b]pyrazin-6-yl)amino)ethyl)phenyl)pyridazine-4-carboxamide